CN(CCNC(=O)N[C@H]1CN(C[C@H](C1)C)C1=C2C=CC=NC2=C(C=C1)C(F)(F)F)C 1-(2-dimethylamino-ethyl)-3-[(3R,5S)-5-methyl-1-(8-trifluoromethyl-quinolin-5-yl)-piperidin-3-yl]-urea